O.O=C(O)CN(C)C(N)=N creatine, hydrate